5-(cyclopropylmethyl)-4-(6-cyclopropylpyridin-3-yl)-7-methyl-2-(2-methyl-2H-indazol-5-yl)-2,7-dihydro-3H-imidazo[4,5-c]pyridazine-3,6(5H)-dione C1(CC1)CN1C(N(C2=NN(C(C(=C21)C=2C=NC(=CC2)C2CC2)=O)C2=CC1=CN(N=C1C=C2)C)C)=O